hexanethiol C(CCCCC)S